CC1=C(N(C=2N=CNC(C21)=O)C2=CC=CC=C2)C(=O)OC methyl 5-methyl-4-oxo-7-phenyl-4,7-dihydro-3H-pyrrolo[2,3-d]-pyrimidine-6-carboxylate